2-[(2R,4S)-4-[(2-{3-[2-(2,6-difluorophenyl)propan-2-yl]-1,2,4-oxadiazol-5-yl}-6-[(1S)-1-[(2S,4R)-4-fluoro-1-methylpyrrolidin-2-yl]ethoxy]-pyrimidin-4-yl)oxy]piperidin-2-yl]acetonitrile FC1=C(C(=CC=C1)F)C(C)(C)C1=NOC(=N1)C1=NC(=CC(=N1)O[C@@H]1C[C@H](NCC1)CC#N)O[C@@H](C)[C@H]1N(C[C@@H](C1)F)C